N-{bicyclo[2.1.1]hexan-1-yl}-1,7-dimethylpyrrolo[2,3-c]pyridine-2-carboxamide C12(CCC(C1)C2)NC(=O)C2=CC=1C(=C(N=CC1)C)N2C